(R,E)-3-((3-(1-(2-(4-(azetidin-1-yl)-N-methylbut-2-enamido)acetamido)propan-2-yl)phenyl)amino)-5-cyclopropyl-6-ethylpyrazine-2-carboxamide N1(CCC1)C/C=C/C(=O)N(C)CC(=O)NC[C@H](C)C=1C=C(C=CC1)NC=1C(=NC(=C(N1)C1CC1)CC)C(=O)N